NCC1=CC2=C(C=C(O2)C(=O)NS(=O)(=O)C2=C(C=CC=C2)F)C=C1 6-(aminomethyl)-N-((2-fluorophenyl)sulfonyl)benzofuran-2-carboxamide